3-methyl-2-decenoic acid CC(=CC(=O)O)CCCCCCC